((4-(7-(((2S,5R)-5-(Ethylsulfonamido)tetrahydro-2H-pyran-2-yl)methyl)-2,7-diazaspiro[3.5]nonan-2-yl)pyrimidin-5-yl)oxy)-5-fluoro-N-isopropyl-N-(2,2,2-trifluoroethyl)benzamide C(C)S(=O)(=O)N[C@@H]1CC[C@H](OC1)CN1CCC2(CN(C2)C2=NC=NC=C2OC2=C(C(=O)N(CC(F)(F)F)C(C)C)C=C(C=C2)F)CC1